C(C)C=1C(NC=2C=C(C=NC2C1)CN1CCC(=CC1)C1=NC=C(C=C1)C#N)=O 1'-((7-ethyl-6-oxo-5,6-dihydro-1,5-naphthyridin-3-yl)methyl)-1',2',3',6'-tetrahydro-[2,4'-bipyridine]-5-carbonitrile